ClC1=C(OC2=NC=C(C(=C2)S(=O)(=O)NC(C)C)O)C(=CC(=C1)N1N=C(C(NC1=O)=O)C(F)F)Cl 2-(2,6-dichloro-4-(6-(difluoromethyl)-3,5-dioxo-4,5-dihydro-1,2,4-triazin-2(3H)-yl)phenoxy)-5-hydroxy-N-isopropylpyridine-4-sulfonamide